C(C)C1=C(C=C(C(=O)O)C=C1)S(NC1=C(C=CC(=C1)N1N=NN=C1)N1C[C@@H](CCC1)F)(=O)=O (R)-4-Ethyl-3-(N-(2-(3-fluoropiperidin-1-yl)-5-(tetrazol-1-yl)phenyl)sulfamoyl)benzoic acid